(2R,3R)-2-amino-3-(1H-indol-3-yl)-3-phenylpropanoic acid N[C@@H](C(=O)O)[C@H](C1=CC=CC=C1)C1=CNC2=CC=CC=C12